2,4-difluorophenol FC1=C(C=CC(=C1)F)O